ClC1=C(C=CC(=C1)C(F)(F)F)N1C(OC2=C1C=CC(=C2)S)=O (2-chloro-4-(trifluoromethyl)phenyl)-6-mercaptobenzoxazol-2(3H)-one